tert-butyl (S)-6-(7'-chloro-2'-oxospiro[cyclopropane-1,3'-indolin]-5'-yl)-3-methyl-3,4-dihydropyridine-1(2H)-carboxylate ClC=1C=C(C=C2C3(C(NC12)=O)CC3)C3=CC[C@@H](CN3C(=O)OC(C)(C)C)C